CN1C=NC=C1C=O 1-methyl-1H-imidazole-5-carboxaldehyde